N-{2-[1-(1,1-difluoropropan-2-yl)piperidin-4-yl]-6-fluorophenyl}-4-(4-methylphenyl)piperidine-1-carboxamide FC(C(C)N1CCC(CC1)C1=C(C(=CC=C1)F)NC(=O)N1CCC(CC1)C1=CC=C(C=C1)C)F